NC1=CC=C(C=C1)C=1N=C2SC=CN2C1 6-(4-aminophenyl)imidazo[2,1-b]thiazole